4-[2-hydroxyethyl-(methyl)amino]-4-methyl-pent-2-ynethioic acid S-methyl ester CSC(C#CC(C)(C)N(C)CCO)=O